C(C)(C)(C)N(C(O)=O)CC(=O)N(C)C1=C(C=C(C=C1)N)CS(=O)C.C(=O)C1=CNC2=CC=CC=C12 3-formyl-indole tert-butyl-(2-((4-amino-2-((methylsulfinyl)methyl)phenyl)(methyl)amino)-2-oxoethyl)carbamate